N(C)CC(=O)[O-].[Na+].O=C(O)CN(C)C(N)=N creatine sodium sarcosinate